O=C[C@@H](O)[C@H](O)[C@@H](O)[C@H](O)C(=S)O thioiduronic acid